N[C@@H](CCC(N)=O)[13C](=O)O [1-13C]-Glutamine